(S)-4-amino-5-((2',6-bis(difluoromethyl)-[2,4'-bipyridin]-5-yl)oxy)-2,4-dimethylpentan-2-ol N[C@@](CC(C)(O)C)(COC=1C=CC(=NC1C(F)F)C1=CC(=NC=C1)C(F)F)C